tert-butyl methyl(6-(trifluoromethyl)isochroman-4-yl)carbamate CN(C(OC(C)(C)C)=O)C1COCC2=CC=C(C=C12)C(F)(F)F